O=C(NCCCC(=O)N1C[C@H](CC1)NS(=O)(=O)C1=CC(=CC=C1)C1CN(CC2=C(C=C(C=C12)Cl)C#N)C)NCCCCNC(NCCCC(=O)N1C[C@H](CC1)NS(=O)(=O)C1=CC(=CC=C1)C1CN(CC2=C(C=C(C=C12)Cl)C#N)C)=O N,N'-[(3S,3'S)-(6,13-Dioxo-5,7,12,14-tetraazaoctadecanedioyl)bis(pyrrolidine-1,3-diyl)]bis[3-(6-chloro-8-cyano-2-methyl-1,2,3,4-tetrahydroisoquinolin-4-yl)benzenesulfonamide]